(1S,2R)-2-((3-hydroxypropoxy)methyl)cyclopropane-1-carboxylic acid tert-butyl ester C(C)(C)(C)OC(=O)[C@@H]1[C@@H](C1)COCCCO